(+/-)-(methyl 5-(2-(5-chloro-2-methylphenyl)-1-hydroxy-3-oxo-2,3-dihydro-1H-isoindol-1-yl)-1H-benzimidazol-2-yl) carbamate C(N)(OC1=NC2=C(N1C)C=CC(=C2)[C@@]2(N(C(C1=CC=CC=C21)=O)C2=C(C=CC(=C2)Cl)C)O)=O |r|